C(#C)C1=CC(=NC=2N=C(N=CC21)NC2=CC=C(C=C2)N2CCOCC2)N2C(NCC21CCCC1)=O 1-(5-Ethynyl-2-{[4-(morpholin-4-yl)phenyl]amino}pyrido[2,3-d]pyrimidin-7-yl)-1,3-diazaspiro[4.4]nonan-2-one